CS(=O)(=O)NCCC(=O)NC=1C=CC=2N(C1)N=CC2C(=O)O 6-[3-(methanesulfonamido)propanoylamino]pyrazolo[1,5-a]pyridine-3-carboxylic acid